COC=1C=C(C=CC1OC)C1=CC(=CC(=C1)OC)C1CB(OC1)O 4-(3',4',5-Trimethoxy-[1,1'-biphenyl]-3-yl)-1,2-oxaborolan-2-ol